dibenzofuranthioate C1(=CC=CC=2OC3=C(C21)C=CC=C3)C([O-])=S